C(CCCCC)SCCCCCC din-hexyl sulfide